7-chloro-3-(morpholin-2-yl)-1H-indazole ClC=1C=CC=C2C(=NNC12)C1CNCCO1